CC(CCCCCC)C#CC(CCCCCC)C 7,10-dimethylhexadeca-8-yn